21-acetoxy-17α-hydroxypregn-4-en-3,20-dione C(C)(=O)OCC([C@]1(CC[C@H]2[C@@H]3CCC4=CC(CC[C@]4(C)[C@H]3CC[C@]12C)=O)O)=O